1-((E)-3-(4-iodophenyl)allyl)-2-((1S)-1-((tetrahydro-2H-pyran-2-yl)oxy)ethyl)-1H-imidazole IC1=CC=C(C=C1)/C=C/CN1C(=NC=C1)[C@H](C)OC1OCCCC1